CNC(=O)[C@H]1C[C@@H](CCC1)NC(OC(C)(C)C)=O |r| rac-tert-butyl ((1R,3R)-3-(methylcarbamoyl)cyclohexyl)carbamate